N-(5-((6-((R)-3-(3,5-difluorophenyl)-isoxazolidine-2-yl)pyrimidine-4-yl)amino)-2-(4-(3-ethyl-3,6-diazabicyclo[3.1.1]heptane-6-yl)piperidine-1-yl)-4-methoxyphenyl)acrylamide FC=1C=C(C=C(C1)F)[C@@H]1N(OCC1)C1=CC(=NC=N1)NC=1C(=CC(=C(C1)NC(C=C)=O)N1CCC(CC1)N1C2CN(CC1C2)CC)OC